CC(C#N)(C)N1N=C(C(=C1)NC1=NC=C(C(=N1)NC)C(F)(F)F)C 2-methyl-2-(3-methyl-4-(4-(methylamino)-5-(trifluoromethyl)pyrimidin-2-ylamino)-1H-pyrazol-1-yl)propionitrile